N1(CCCCC1)CCNC1=CC=C(C=N1)C1=NC=CC=C1 N-(2-(piperidin-1-yl)ethyl)-[2,3'-bipyridin]-6'-amine